1-Methyl-2-(6-trifluoromethoxy-benzothiazol-2-ylamino)-1H-benzoimidazole-5-carboxylic acid bis-(2-hydroxy-ethyl)-amide OCCN(C(=O)C1=CC2=C(N(C(=N2)NC=2SC3=C(N2)C=CC(=C3)OC(F)(F)F)C)C=C1)CCO